6-benzyl-3-((1-methyl-1H-imidazol-2-yl)methyl)-2,3,4,6-tetrahydropyrido[3,4-c][1,8]naphthyridine-5(1H)-one C(C1=CC=CC=C1)N1C(C2=C(C=3C=CC=NC13)CCN(C2)CC=2N(C=CN2)C)=O